6-[6-methoxy-5-({[2-methoxy-5-(trifluoromethyl)phenyl]methyl}carbamoyl)pyridin-3-yl]-N-methyl-1H-indazole-3-carboxamide COC1=C(C=C(C=N1)C1=CC=C2C(=NNC2=C1)C(=O)NC)C(NCC1=C(C=CC(=C1)C(F)(F)F)OC)=O